Propylsulfonate C(CC)S(=O)(=O)[O-]